C(#N)C1=C(C=C(C=N1)OC1=CC=C(C=C1)C(C)(C)C1=CC=C(OC2CC(C2)NC(OC(C)(C)C)=O)C=C1)F Tert-butyl ((1r,3r)-3-(4-(2-(4-((6-cyano-5-fluoropyridin-3-yl)oxy)phenyl)propan-2-yl) Phenoxy)cyclobutyl)carbamate